C1N(CCC2=CC=CC=C12)C[C@H](CN1C(C2=CC=C(C=C2CC1)C=1CCN(CC1)C(=O)OC(C)(C)C)=O)O Tert-butyl 4-[2-[(2R)-3-(3,4-dihydro-1H-isoquinolin-2-yl)-2-hydroxy-propyl]-1-oxo-3,4-dihydroisoquinolin-6-yl]-3,6-dihydro-2H-pyridine-1-carboxylate